ClCCN1C(CCC1)=O 2-chloroethyl-Pyrrolidin-2-one